C(CCCCCCCCCCC(=O)N)(=O)N dodecandiamid